C(C)S(=O)(=O)C1=CC=C(C=C1)[C@@H](CO)C1=C(C(=O)N)C=CC(=C1)N1C[C@@H](CCC1)OC1=CC=C(C=C1)C(F)(F)F ((R)-1-(4-(ethylsulfonyl)phenyl)-2-hydroxyethyl)-4-((R)-3-(4-(trifluoromethyl)phenoxy)piperidin-1-yl)benzamide